2-(1,5-dimethyl-3-phenyl-1H-pyrrol-2-yl)-N-(3-(5-fluoropyrimidin-2-yl)-1,2,3,4,4a,5-hexahydrobenzo[b]pyrazino[1,2-d][1,4]oxazin-8-yl)-2-oxoacetamide CN1C(=C(C=C1C)C1=CC=CC=C1)C(C(=O)NC=1C=CC2=C(OCC3N2CCN(C3)C3=NC=C(C=N3)F)C1)=O